FC(C(=O)O)(C(OC(F)(F)F)(F)F)F Perfluoro-3-methoxypropanoic acid